FC1(C(CCC1)C(=O)NN)F 2,2-difluorocyclopentanecarbohydrazide